5-(3,5-difluorophenyl)-N-(2-methylbutyl)-4-(1,7-diazaspiro[4.4]nonan-7-yl)nicotinamide FC=1C=C(C=C(C1)F)C=1C=NC=C(C(=O)NCC(CC)C)C1N1CC2(CCCN2)CC1